FC1=CC=C(C=C1)CN (4-fluorophenyl)methan-amine